CN(C1(CCC2(CN(C(N2)=O)C=2C=C3C(=NC2)NC=C3)CC1)C1=CC=CC=C1)C cis-8-Dimethylamino-8-phenyl-3-(1H-pyrrolo[2,3-b]pyridin-5-yl)-1,3-diazaspiro[4.5]decan-2-one